tert-butyl 3-(3-(3,5-dichloro-4-(3-fluoro-5-isopropylphenoxy)phenyl)ureido)piperidine-1-carboxylate ClC=1C=C(C=C(C1OC1=CC(=CC(=C1)C(C)C)F)Cl)NC(NC1CN(CCC1)C(=O)OC(C)(C)C)=O